C1(CC1)C=1C=C(C=C(C1)O)NC(=O)C=1C=NN2C1N=C(C=C2)NC2CC2 N-(3-cyclopropyl-5-hydroxyphenyl)-5-(cyclopropylamino)pyrazolo[1,5-a]pyrimidine-3-carboxamide